C1(CC1)CNC1(CN(CC1)C=1N=NC(=CC1)C1=C(C=C(C(=C1)F)C1=CN=NC(=C1)OC)OCOC)C N-(cyclopropylmethyl)-1-{6-[5-fluoro-2-(methoxymethoxy)-4-(6-methoxypyridazin-4-yl)phenyl]pyridazin-3-yl}-3-methylpyrrolidin-3-amine